(5-(3-fluoro-4-(trifluoromethyl)phenyl)-1,3,4-thiadiazol-2-yl)methanol FC=1C=C(C=CC1C(F)(F)F)C1=NN=C(S1)CO